4-(5-(trifluoromethyl)-1,2,4-oxadiazol-3-yl)benzoyl chloride FC(C1=NC(=NO1)C1=CC=C(C(=O)Cl)C=C1)(F)F